((8-fluoroquinolin-4-yl)oxy)acetic acid FC=1C=CC=C2C(=CC=NC12)OCC(=O)O